BrC=1C=C(C=CC1)C1(CC2(CC2)C1)C=1N(C(=NN1)S)C 5-[5-(3-bromophenyl)spiro[2.3]hex-5-yl]-4-methyl-1,2,4-triazole-3-thiol